N-(3-(2-ethoxy-N-ethylpropionylamino)-2,4-difluorophenyl)benzamide C(C)OC(C(=O)NC=1C(=C(C=CC1F)NC(C1=CC=CC=C1)=O)F)CCC